(Z)-3-(3-(3,5-bis(trifluoromethyl)phenyl)-1H-1,2,4-triazol-1-yl)-N-(3-oxo-2-azaspiro[4.5]decan-2-yl)acrylamide FC(C=1C=C(C=C(C1)C(F)(F)F)C1=NN(C=N1)\C=C/C(=O)NN1CC2(CC1=O)CCCCC2)(F)F